(5S)-5-(2-chlorophenyl)-N-methoxy-N-methyl-6,7-dihydro-5H-pyrrolo[1,2-b][1,2,4]triazole-2-carboxamide ClC1=C(C=CC=C1)[C@@H]1CCC=2N1N=C(N2)C(=O)N(C)OC